NC=1N=C(SC1C(=O)C1=CC(=NO1)C(=O)NC1CCCC1)N(C1=CC(=C(C=C1)F)F)[C@H](C(=O)N)C (S)-5-[4-Amino-2-(N-(2-amino-1-methyl-2-oxoethyl)-3,4-difluoro-anilino)thiazol-5-carbonyl]-N-cyclopentyl-isoxazol-3-carboxamid